S1C(=CC2=NC=CC=C21)S(=O)(=O)O THIENO[3,2-B]PYRIDINE-2-SULFONIC ACID